ethyl (E)-3-(2-((4-((R)-2-(4-chloro-2-fluorophenyl)-2-methylbenzo[d][1,3]dioxol-4-yl)piperidin-1-yl)methyl)-1-(((S)-oxetan-2-yl)methyl)-1H-imidazol-5-yl)-2-methylacrylate ClC1=CC(=C(C=C1)[C@]1(OC2=C(O1)C=CC=C2C2CCN(CC2)CC=2N(C(=CN2)/C=C(/C(=O)OCC)\C)C[C@H]2OCC2)C)F